BrC=1C=C(C(=NC1)C=1SC=2N=C(SC2N1)N(C1CCNCC1)C)O 5-bromo-2-[5-[methyl(4-piperidyl)amino]thiazolo[5,4-d]thiazol-2-yl]pyridin-3-ol